3-((4-aminophenyl)thio)-3-fluoro-N-phenylacrylamide NC1=CC=C(C=C1)SC(=CC(=O)NC1=CC=CC=C1)F